2-Chloro-4-phenoxy-6-phenyl-pyrimidine ClC1=NC(=CC(=N1)OC1=CC=CC=C1)C1=CC=CC=C1